IC1=C(SC=C1)C1=CSC=C1 3-iodo-2,3'-bithiophene